N-(8-((3,4,6-O-triacetyl-2-acetylamino-2-deoxy-β-D-galactopyranosyl)oxy)-3,6-dioxaoctanoyl)-3-(hydroxymethyl)-3-((tris-(4-methoxyphenyl)methoxy)methyl)azetidine C(C)(=O)[C@]1([C@H]([C@@H](O[C@@H]([C@@]1(O)C(C)=O)COC(C)=O)OCCOCCOCC(=O)N1CC(C1)(COC(C1=CC=C(C=C1)OC)(C1=CC=C(C=C1)OC)C1=CC=C(C=C1)OC)CO)NC(C)=O)O